tert-butyl (5-bromopentyl)(methyl)carbamate BrCCCCCN(C(OC(C)(C)C)=O)C